Cl.CC1=C(C=C(NC2CN(C2)C(=O)OC(C)(C)C)C=C1)C(NC(C)C1=CC(=C(C=C1)C#CC1CCNCC1)C=1SC=CC1)=O tert-butyl 3-[4-methyl-3-[1-[4-[2-(4-piperidyl)ethynyl]-3-(2-thienyl)phenyl]ethylcarbamoyl]anilino]azetidine-1-carboxylate hydrochloride